IC1=CC=2N(C=C1C)C=NN2 7-iodo-6-methyl-[1,2,4]triazolo[4,3-a]pyridine